N-(3,4-dichloro-1H-indol-7-yl)-4-(1-(4-(2,2,2-trifluoroacetyl)piperazin-1-yl)cyclopropyl)benzenesulfonamide ClC1=CNC2=C(C=CC(=C12)Cl)NS(=O)(=O)C1=CC=C(C=C1)C1(CC1)N1CCN(CC1)C(C(F)(F)F)=O